2-(((4-methoxy-3,5-dimethylpyridin-2-yl)methyl)amino)-3-pentyl-3,4-dihydroquinazoline-7-carboxylic acid COC1=C(C(=NC=C1C)CNC1=NC2=CC(=CC=C2CN1CCCCC)C(=O)O)C